2,2'-diallylbisphenol-A CC(C)(C1=CC(=C(C=C1)O)CC=C)C2=CC(=C(C=C2)O)CC=C